1-(4-cyanothiazol-2-yl)-5-hydroxy-1H-pyrazole C(#N)C=1N=C(SC1)N1N=CC=C1O